(1-(6,7-difluoro-3-(3-hydroxyphenyl)quinoxalin-2-yl)pyrrolidin-3-yl)-N-ethylisobutyramide FC=1C=C2N=C(C(=NC2=CC1F)N1CC(CC1)C(C(=O)NCC)(C)C)C1=CC(=CC=C1)O